P(O)(=O)(OP(=O)(O)OP(=O)(O)O)OC[C@@H]1[C@]([C@]([C@@H](O1)N1C(=O)NC(=O)C=C1)(O)OC)(O)C(C(C)(C)C)=O 3'-pivaloyl 2'-methoxyuridine-5'-triphosphate